nonyl 8-((6-((4,4-bis(((Z)-non-2-en-1-yl)oxy)butanoyl)oxy)hexyl)(2-hydroxyethyl)amino)octanoate C(\C=C/CCCCCC)OC(CCC(=O)OCCCCCCN(CCCCCCCC(=O)OCCCCCCCCC)CCO)OC\C=C/CCCCCC